O=C1NC(CCC1N1C(C2=CC=C(C=C2C1=O)NCCCCCN1N=CC(=C1)C1=NC2=CC=CC=C2N=C1)=O)=O (2,6-Dioxopiperidin-3-yl)-5-((5-(4-(quinoxalin-2-yl)-1H-pyrazol-1-yl)pentyl)amino)isoindoline-1,3-dione